2-{5-[(3-{5-[({1-[2-(4-hydroxypiperidin-1-yl)acetyl]piperidin-4-yl}amino)methyl]-1-(2,2,2-trifluoroethyl)-1H-indol-2-yl}prop-2-yn-1-yl)amino]pyridin-2-yl}-2-methylpropanenitrile OC1CCN(CC1)CC(=O)N1CCC(CC1)NCC=1C=C2C=C(N(C2=CC1)CC(F)(F)F)C#CCNC=1C=CC(=NC1)C(C#N)(C)C